C[C@@H]1CC(=O)OC1 (R)-beta-methyl-gamma-butyrolactone